(methylcyclopentadiene) terbium [Tb].CC1=CC=CC1